N-{6-[(3-cyclopropyl-1H-pyrazol-5-yl)amino]-5-methoxy-1,2-benzoxazol-3-yl}-4-[1-(2,2-difluoroethyl)piperidin-3-yl]-2,6-dimethoxybenzene-1-sulfonamide C1(CC1)C1=NNC(=C1)NC1=CC2=C(C(=NO2)NS(=O)(=O)C2=C(C=C(C=C2OC)C2CN(CCC2)CC(F)F)OC)C=C1OC